O1CCC(=CC1)C1=NN2C(NC(=C(C2=O)N2CCN(CC2)C(=O)OC(C)(C)C)C)=N1 tert-butyl 4-(2-(3,6-dihydro-2H-pyran-4-yl)-5-methyl-7-oxo-4,7-dihydro-[1,2,4]triazolo[1,5-a]pyrimidin-6-yl)piperazine-1-carboxylate